N[C@]1([C@H]([C@@H]([C@@H](O1)N1C(N=CC=C1)=O)O)O)CO 4-amino-l-β-D-arabinofuranosyl-2(1H)-pyrimidinone